FC1(CCN(CC1)C1=CC=NC=2N1N=CC2F)C(=O)N2C[C@H]1OC3=C([C@@H]2C1)C=NC=C3C#N (2S,5S)-4-(4-fluoro-1-(3-fluoropyrazolo[1,5-a]pyrimidin-7-yl)piperidine-4-carbonyl)-2,3,4,5-tetrahydro-2,5-methanopyrido[3,4-f][1,4]oxazepine-9-carbonitrile